CS(=O)(=O)NC=1C=CC2=C(C=C(S2)B(O)O)C1 [5-(Methylsulfonamido)benzothiophen-2-yl]boronic acid